4-(trifluoromethoxy)-benzenesulfonamide FC(OC1=CC=C(C=C1)S(=O)(=O)N)(F)F